N-(4-(6-(piperazin-1-yl)pyridin-3-yl)phenyl)-N-((1r,4r)-4-(quinazolin-2-ylamino)cyclohexyl)acetamide N1(CCNCC1)C1=CC=C(C=N1)C1=CC=C(C=C1)N(C(C)=O)C1CCC(CC1)NC1=NC2=CC=CC=C2C=N1